tetrahydro-4,4'-bipyridine N1CCC(C=C1)C1=CC=NC=C1